NC1=CC=C(C=C1)C1=NN(C2=CC(=CC=C12)COC1=CC=C(C=C1)C(CC(=O)O)C)C1CCCC1 3-(4-((3-(4-aminophenyl)-1-cyclopentyl-1H-indazol-6-yl)methoxy)phenyl)butanoic acid